FC1=C(C(=O)O)C(=CC=C1NS(=O)(=O)CCCCC)F 2,6-difluoro-3-(pentylsulfonamido)benzoic acid